ClC1=CC=C(C=C1)C1=CC(=C(C(=C1)C)C=1C(C(CC1O)CC(C)=NOC)=O)OC 2-(4'-chloro-3-methoxy-5-methyl-[1,1'-biphenyl]-4-yl)-3-hydroxy-5-{2-(methoxyimino)propyl}cyclopent-2-enone